[K].CC1(C(CC1)N1CC(C1)S(=O)(=O)NC(NC1=C2CCCC2=CC=2CCCC12)=O)C 1-(2,2-Dimethylcyclobutyl)-N-((1,2,3,5,6,7-hexahydro-s-indacen-4-yl)carbamoyl)azetidine-3-sulfonamide, Potassium Salt